FC=1C(=NC(=NC1)NC1=CC=C(C=N1)N1CCN(CC1)CC=1C=C2CN(C(C2=CC1)=O)C1C(NC(CC1)=O)=O)C=1C=C(C2=C(N(C(=N2)C)C(C)C)C1)F 3-(5-((4-(6-((5-fluoro-4-(4-fluoro-1-isopropyl-2-methyl-1H-benzo[d]imidazol-6-yl)pyrimidin-2-yl)amino)pyridin-3-yl)piperazin-1-yl)methyl)-1-oxoisoindolin-2-yl)piperidine-2,6-dione